NC1CCN(CC1)C1=C(C=NC2=CC=C(C=C12)C1=CC=CC(=N1)C(=O)N)C1=CC(=CC(=C1)C)F 6-[4-(4-aminopiperidin-1-yl)-3-(3-fluoro-5-methylphenyl)quinolin-6-yl]pyridine-2-carboxamide